NC1=NN2C(N=CC=C2)=C1C(=O)N[C@@H](C)C=1N(C(C2=C(C=CC=C2C1)C#CC=1C=NN(C1)C)=O)C1=CC=CC=C1 2-amino-N-[(1S)-1-[8-[2-(1-methylpyrazol-4-yl)ethynyl]-1-oxo-2-phenylisoquinolin-3-yl]ethyl]pyrazolo[1,5-a]pyrimidine-3-carboxamide